ClC=1C=C2C=CN(C2=C(C1)C1=C2C(=NC=C1)C=C(S2)CN2C(N(C=C(C2=O)F)C)=O)CC2(CCNCC2)C#N 4-((5-Chloro-7-(2-((5-fluoro-3-methyl-2,6-dioxo-3,6-dihydropyrimidin-1(2H)-yl)Methyl)thieno[3,2-b]pyridin-7-yl)-1H-indol-1-yl)methyl)piperidine-4-carbonitrile